14-chloro-4-fluoro-15-hydroxy-17,17-dioxo-10-oxa-17λ6-thia-18,22,23-triazapentacyclo[17.6.1.112,16.02,7.020,24]heptacosa-1(26),2(7),3,5,12,14,16(27),19,21,24-decaen-11-one ClC=1C=C2C(OCCC=3C=CC(=CC3C=3C=C4NN=CC4=C(NS(C(C1O)=C2)(=O)=O)C3)F)=O